1-Chloro-8-iodoperfluorooctane ClC(C(C(C(C(C(C(C(I)(F)F)(F)F)(F)F)(F)F)(F)F)(F)F)(F)F)(F)F